[Pb]=S.[Fe].[Cu] copper-iron-lead sulfide